N-((1r,4r)-4-Hydroxycyclohexyl)-2'-(4-methyl-1H-imidazol-2-yl)-[3,4'-bipyridine]-5-sulfonamide trifluoroacetate salt FC(C(=O)O)(F)F.OC1CCC(CC1)NS(=O)(=O)C=1C=C(C=NC1)C1=CC(=NC=C1)C=1NC=C(N1)C